2-chloro-2-(3-chlorophenyl)-N-ethyl-N-methylethan-1-amine ClC(CN(C)CC)C1=CC(=CC=C1)Cl